(3R)-N-(2-((tert-butyldimethylsilyl)oxy)ethyl)-N-methyl-4-(phenylthio)-3-((4-sulfamoyl-2-((trifluoromethyl)sulfonyl)phenyl)amino)pentanamide [Si](C)(C)(C(C)(C)C)OCCN(C(C[C@H](C(C)SC1=CC=CC=C1)NC1=C(C=C(C=C1)S(N)(=O)=O)S(=O)(=O)C(F)(F)F)=O)C